4-(8-(1,3,4-oxadiazol-2-yl)-2-(perfluoroethyl)imidazo[1,2-a][1,8]naphthyridin-4-yl)benzyl dimethyl phosphate P(=O)(OCC1=CC=C(C=C1)C=1C=2C=CC=3N(C2N=C(C1)C(C(F)(F)F)(F)F)C=C(N3)C=3OC=NN3)(OC)OC